[N+](=[N-])=CC(CC[C@@H](C(=O)O[C@@H](C(F)(F)F)C)NC([C@@H](C)OC)=O)=O (R)-1,1,1-trifluoropropan-2-yl (S)-6-diazo-2-((R)-2-methoxypropanamido)-5-oxohexanoate